(4S,6R)-6-isopropyl-N-(2-((R)-9-(pyridin-2-yl)-6-oxaspiro[4.5]decan-9-yl)ethyl)-5,6-dihydro-4H-pyrrolo[1,2-b]pyrazol-4-amine C(C)(C)[C@H]1C[C@@H](C=2N1N=CC2)NCC[C@]2(CCOC1(CCCC1)C2)C2=NC=CC=C2